C(#N)/C(/C(=O)O)=C/C1=CC=C(C=C1)\C=C\C(=O)C=1C(OC2=CC(=CC=C2C1)N1CCN(CC1)C(=O)OCC)=O (Z)-2-cyano-3-(4-((E)-3-(7-(4-(ethoxycarbonyl)piperazine-1-yl)-2-oxo-2H-chromene-3-yl)-3-oxoprop-1-en-1-yl)phenyl)acrylic acid